2'-(2,6-difluoro-3,5-dimethoxyphenyl)-6'-(3-methyl-1-(2-morpholino-2-oxoethyl)-1H-pyrazol-4-yl)-1'H-spiro[cyclopropane-1,4'-[2,7]naphthyridin]-3'(2'H)-one FC1=C(C(=C(C=C1OC)OC)F)N1CC2=CN=C(C=C2C2(C1=O)CC2)C=2C(=NN(C2)CC(=O)N2CCOCC2)C